5-oxopiperazine-1,3-dicarboxylic acid O=C1NC(CN(C1)C(=O)O)C(=O)O